4-METHYLUMBELLIFERON CC1=CC(=O)OC2=C1C=CC(=C2)O